FC1(C=2N(CC(CC1)COS(=O)(=O)C)N=C1C2CN(CC1)C(=O)OC(C)(C)C)F tert-butyl 11,11-difluoro-8-(((methylsulfonyl)oxy)methyl)-3,4,8,9,10,11-hexahydro-1H-pyrido[4',3':3,4]pyrazolo[1,5-a]azepine-2(7H)-carboxylate